bis[(aminophenoxy)phenyl]propane NC1=C(OC2=C(C=CC=C2)C(C)(C)C2=C(C=CC=C2)OC2=C(C=CC=C2)N)C=CC=C1